CC(=CCN1C(C2=CC=CC=C2C1=O)=O)CCC=C(C)C 2-(3,7-dimethyl-octa-2,6-dienyl)-isoindole-1,3-dione